ClC=1C(=C(C=CC1Cl)NC1=NC=NC2=CC(=C(C=C12)OC1CCN(CC1)CC1=C(C=CC=C1)C1C(NC(CC1)=O)=O)OC)F 3-(2-((4-((4-((3,4-dichloro-2-fluorophenyl)amino)-7-methoxyquinazolin-6-yl)oxy)piperidin-1-yl)methyl)phenyl)piperidine-2,6-dione